5-[(5-Chloroisoquinolin-8-yl)methoxy]-2-fluoro-4-methoxyaniline ClC1=C2C=CN=CC2=C(C=C1)COC=1C(=CC(=C(N)C1)F)OC